N-(3-((3,5-dimethyl-4-oxo-3,4-dihydroquinazolin-6-yl)amino)-2,4,5-trifluorophenyl)propane-1-sulfonamide CN1C=NC2=CC=C(C(=C2C1=O)C)NC=1C(=C(C=C(C1F)F)NS(=O)(=O)CCC)F